C(C(C)C)N[C@@H](CC1=CC=CC=2N(C(OC21)=O)C(C2=CC=CC=C2)(C2=CC=CC=C2)C2=CC=CC=C2)C (R)-7-(2-(isobutylamino)propyl)-3-tritylbenzo[d]oxazol-2(3H)-one